CNC1=CCN(C2=NC(=CC=C12)C(F)(F)F)C1=CC=CC=C1 4-(methylamino)-1-phenyl-7-(trifluoromethyl)-1,8-naphthyridin